BrC1=CC=C(C(=O)C2=C3N(C=4C(=C(C(=C(C24)F)F)C#N)F)CCCN3)C=C1 10-(4-bromobenzoyl)-7-cyano-6,8,9-trifluoro-1,2,3,4-tetrahydropyrimidino[1,2-a]indole